methyl 4-amino-3,6-dichloro-pyridine-2-carboxylate NC1=C(C(=NC(=C1)Cl)C(=O)OC)Cl